CC1(C(N(C(N1)=O)C1=NC=C(N=C1)OC1=CC=CC2=C1C1(CC1)CO2)=O)C 5,5-dimethyl-3-(5-spiro[2H-benzofuran-3,1'-cyclopropane]-4-yloxypyrazin-2-yl)imidazolidine-2,4-dione